tert-butyl 2-(4-(benzo[b]thiophen-5-ylmethyl)-2-(2-isopropylphenyl) piperazin-1-yl)-7-azaspiro[3.5]nonane-7-carboxylate S1C2=C(C=C1)C=C(C=C2)CN2CC(N(CC2)C2CC1(C2)CCN(CC1)C(=O)OC(C)(C)C)C1=C(C=CC=C1)C(C)C